N-(2-fluoroethyl)-N,8-dimethyl-benzo[4,5]imidazo[1,2-a]pyridine-3-amine FCCN(C1=CC=2N(C=C1)C1=C(N2)C=CC(=C1)C)C